C(C)(C)(C)OC(=O)C=1OC2=C(C1CBr)C=C(C=C2Br)Cl 7-bromo-3-(bromomethyl)-5-chlorobenzofuran-2-carboxylic acid tert-butyl ester